sodium 3,5-dibromo-4-hydroxybenzenesulfonate BrC=1C=C(C=C(C1O)Br)S(=O)(=O)[O-].[Na+]